4-{6-chloro-4-[(1r,4r)-2,5-diazabicyclo[2.2.1]hept-2-yl]-8-fluoro-2-{[(2S)-1-methylpyrrolidin-2-yl]methoxy}quinazolin-7-yl}naphthalen-2-ol ClC=1C=C2C(=NC(=NC2=C(C1C1=CC(=CC2=CC=CC=C12)O)F)OC[C@H]1N(CCC1)C)N1[C@H]2CN[C@@H](C1)C2